BrC=1C=C(C=CC1)NC=1C2=C(N=CN1)C=NC(=C2)NC (N4-3-Bromophenyl)-N6-methyl-pyrido[3,4-d]pyrimidine-4,6-diamine